1,5-bis(isocyanatomethyl)naphthalene tert-butyl-N-{4-[(E)-2-[1-(trifluoromethyl)imidazol-4-yl]ethenyl]-1,3-thiazol-2-yl}carbamate C(C)(C)(C)OC(NC=1SC=C(N1)\C=C\C=1N=CN(C1)C(F)(F)F)=O.N(=C=O)CC1=CC=CC2=C(C=CC=C12)CN=C=O